(E)-3-(2-(8-benzyl-2-oxa-5,8-diazaspiro[3.4]octane-5-carbonyl)phenyl)-1-(3,4,5-trimethoxyphenyl)prop-2-en-1-one C(C1=CC=CC=C1)N1CCN(C12COC2)C(=O)C2=C(C=CC=C2)/C=C/C(=O)C2=CC(=C(C(=C2)OC)OC)OC